BrC=1C=CC(=NC1)C(C(F)F)(C)N[S@@](=O)C(C)(C)C (S)-N-(2-(5-bromopyridin-2-yl)-1,1-difluoropropan-2-yl)-2-methylpropane-2-sulfinamide